fluorobutyl-sulfonyl bromide FCCCCS(=O)(=O)Br